7-ethyl-4,6-undecanedione C(C)C(C(CC(CCC)=O)=O)CCCC